COC=1C=C(C=CC1N)N 3-methoxybenzen-1,4-diamine